FC1=C(C=C(C=C1)[C@H](C)NC(=O)C=1C=NC2=C(N=C(C=C2C1N1CCNC2(CC2)CC1)C)OC)OC N-[(S)-1-(4-fluoro-3-methoxyphenyl)ethyl]-4-(4,7-diaza-7-spiro[2.6]nonyl)-8-methoxy-6-methyl-1,7-diaza-3-naphthamide